N-[(2S,3R)-4,4-difluoro-2-[(2-fluoro[1,1'-biphenyl]-3-yl)methyl]-1-(2-methyloxetane-2-carbonyl)pyrrolidin-3-yl]methanesulfonamide FC1([C@@H]([C@@H](N(C1)C(=O)C1(OCC1)C)CC=1C(=C(C=CC1)C1=CC=CC=C1)F)NS(=O)(=O)C)F